cyclopentyl-[5-(1,3-dioxolan-2-yl)-2-furyl]methanone C1(CCCC1)C(=O)C=1OC(=CC1)C1OCCO1